OC1=C(C2=CC=CC=C2C=C1)C(=O)[O-] Hydroxynaphthate